7-((2-((2-(difluoromethoxy)-4-((1S,4S)-5-isopropyl-2,5-diazabicyclo[2.2.1]heptan-2-yl)phenyl)amino)-5-(trifluoromethyl)pyrimidin-4-yl)amino)isoindolin-1-one FC(OC1=C(C=CC(=C1)N1[C@@H]2CN([C@H](C1)C2)C(C)C)NC2=NC=C(C(=N2)NC=2C=CC=C1CNC(C21)=O)C(F)(F)F)F